FC=1C=C(C2=C(C=C(O2)CN2C(C3=CN=CC=C3CC2)=O)C1)C(SC)=O S-Methyl 5-fluoro-2-((1-oxo-3,4-dihydro-2,7-naphthyridin-2(1H)-yl)methyl)benzofuran-7-carbothioate